C(C)(C)(C)OC(=O)N1[C@@H](C[C@@](CC1)(C(=O)OC(C)(C)C)CC1=NC(=C(C(=C1)CC)F)NC1=NN(C(=C1)C)C(C)(C)C)C di-tert-butyl-(2R,4R)-4-((6-((1-(tert-butyl)-5-methyl-1H-pyrazol-3-yl) amino)-4-ethyl-5-fluoropyridin-2-yl) methyl)-2-methylpiperidine-1,4-dicarboxylate